FC=1C=C(C=C(C1C(=O)O)C)C1=CC=C(C=C1)NC([C@@H]1N(CCC1)C(NC1=CC=C(C=C1)C(C)C)=O)=O 3-fluoro-5-methyl-4'-[(1-{[4-(propan-2-yl)phenyl]carbamoyl}-D-prolyl)amino][1,1'-biphenyl]-4-carboxylic acid